6-hydroxy-2,5,7,8-tetramethyl-chromanic acid OC=1C(=C2CCC(OC2=C(C1C)C)(C(=O)O)C)C